[Li+].[Li+].C(C)(C)C1CC(C(CC1)C(=O)[O-])C(=O)[O-] 4-isopropyl-cyclohexane-1,2-dicarboxylic acid, dilithium salt